FC1=C2CN(C(C2=CC=C1C1CCN(CC1)C(=O)C=1NC2=CC(=C(C=C2C1C)F)N1CCN(CC1)C)=O)C1C(NC(CC1)=O)=O 3-(4-fluoro-5-(1-(5-fluoro-3-methyl-6-(4-methylpiperazin-1-yl)-1H-indole-2-carbonyl)piperidin-4-yl)-1-oxoisoindolin-2-yl)piperidine-2,6-dione